O1C(CCCC1)N1C=NC=C1B1OC(C(O1)(C)C)(C)C 1-(tetrahydro-2H-pyran-2-yl)-5-(4,4,5,5-tetramethyl-1,3,2-dioxaborolan-2-yl)-1H-imidazole